C[C@@H](CC[C@H](C(C)C)O)CC(=O)[O-] The molecule is a hydroxy fatty acid anion that is the conjugate base of (3S,6R)-6-hydroxy-3,7-dimethyloctanoic acid, arising from deprotonation of the carboxy group; major species at pH 7.3. It is a conjugate base of a (3S,6R)-6-hydroxy-3,7-dimethyloctanoic acid.